1-[(5R)-5-(1,1-Dioxo-1λ6,2-thiazolidin-2-yl)-3,3-difluoropiperidine-1-carbonyl]-3-methyl-1H-imidazol-3-ium iodide [I-].O=S1(N(CCC1)[C@@H]1CC(CN(C1)C(=O)N1C=[N+](C=C1)C)(F)F)=O